(S)-4-((1-(1-(methylimino)-1-oxido-1λ6-thiomorpholino)propan-2-yl)amino)-3-nitrobenzenesulfonamide CN=S1(CCN(CC1)C[C@H](C)NC1=C(C=C(C=C1)S(=O)(=O)N)[N+](=O)[O-])=O